CC(CCC(C)O)O The molecule is a glycol that is hexane substituted by hydroxy groups at positions 2 and 5. It derives from a hydride of a hexane.